C(CCC\C=C\CC=CCC=CCC=CCC=CCC)(=O)O (trans)-5,8,11,14,17-eicosapentaenoic acid